5-(2,4-difluorophenyl)-N-[2-[5-[(Z)-N-methoxy-C-methyl-carbonimidoyl]-2-pyridyl]-2-(1-methylpyrazol-4-yl)propyl]isoxazole-3-carboxamide FC1=C(C=CC(=C1)F)C1=CC(=NO1)C(=O)NCC(C)(C=1C=NN(C1)C)C1=NC=C(C=C1)\C(=N/OC)\C